CN1C=CC=2C1=NC(=CC2)B2OC(C(O2)(C)C)(C)C 1-Methyl-6-(4,4,5,5-tetramethyl-1,3,2-dioxaborolan-2-yl)pyrrolo[2,3-b]pyridine